COC([C@H](C[C@H]1C(NCCC1)=O)NC(=O)C1N(CC2(C1)CCC(CC2)(F)F)C(=O)C=2NC1=C(C=CC=C1C2)Cl)=O (2S)-methyl-2-(2-(7-chloro-1H-indole-2-carbonyl)-8,8-difluoro-2-azaspiro[4.5]decane-3-carboxamido)-3-((S)-2-oxopiperidin-3-yl)propanoate